methyl (2S,4R)-1-((S)-2-((tert-butoxycarbonyl) amino)-3,3-dimethylbutanoyl)-4-hydroxypyrrolidine-2-carboxylate C(C)(C)(C)OC(=O)N[C@H](C(=O)N1[C@@H](C[C@H](C1)O)C(=O)OC)C(C)(C)C